CC=1C2=C(N=C(N1)CC1=CC=CC=C1)NC1=C2N=CC(=C1)C(=O)O Methyl-2-benzyl-9H-pyrido[2',3':4,5]pyrrolo[2,3-d]pyrimidine-7-carboxylic acid